C1NCCCC2=C1C1=C(O2)C=CC=C1 2,3,4,5-tetrahydro-1H-benzofuro[3,2-c]azepine